((4-(6-(6-(Difluoromethyl)imidazo[1,2-b]pyridazin-3-yl)pyrimidin-4-yl)-3-methylmorpholin-2-yl)methyl)(imino)(methyl)-λ6-sulfanone FC(C=1C=CC=2N(N1)C(=CN2)C2=CC(=NC=N2)N2C(C(OCC2)CS(=O)(C)=N)C)F